3,3-dimethyl-N-[trans-(7RS,9RS)-3-cyclopropyl-9-(3,3-dimethylbutanoylamino)-5-(2-methylpropylsulfamoyl)-8,9-dihydro-7H-cyclopenta[h]isoquinolin-7-yl]butanamide CC(CC(=O)N[C@@H]1C[C@H](C=2C1=CC(=C1C=C(N=CC21)C2CC2)S(NCC(C)C)(=O)=O)NC(CC(C)(C)C)=O)(C)C |r|